3-Amino-9-fluoro-5-phenyl-1,3-dihydro-2H-benzo[e][1,4]diazepin-2-one NC1N=C(C2=C(NC1=O)C(=CC=C2)F)C2=CC=CC=C2